ammonium propiolic acid salt C(C#C)(=O)[O-].[NH4+]